tri(tertbutyl)aluminum C(C)(C)(C)[Al](C(C)(C)C)C(C)(C)C